(3S)-3-({1-cyclopentyl-5-[2-(trifluoromethyl)phenyl]-1H-pyrazol-3-yl}formamido)-5-[(3R,4S)-3,4-difluoropyrrolidin-1-yl]pentanoic acid C1(CCCC1)N1N=C(C=C1C1=C(C=CC=C1)C(F)(F)F)C(=O)N[C@H](CC(=O)O)CCN1C[C@H]([C@H](C1)F)F